5-(Difluoromethoxy)-6'-(((1S,3S)-3-((6-methyl-1,2,4-triazin-3-yl)amino)cyclopentyl)amino)-2H-[1,3'-bipyridin]-2-one FC(OC=1C=CC(N(C1)C=1C=NC(=CC1)N[C@@H]1C[C@H](CC1)NC=1N=NC(=CN1)C)=O)F